4-(4-aminopiperidin-1-yl)-5-(3-fluoro-5-methylphenyl)-3-(7-methyl-1H-1,3-benzodiazol-2-yl)pyridin-2-amine NC1CCN(CC1)C1=C(C(=NC=C1C1=CC(=CC(=C1)C)F)N)C1=NC2=C(N1)C(=CC=C2)C